tert-butyl (S)-3-(benzoyloxy)-4-methylenepyrrolidine-1-carboxylate C(C1=CC=CC=C1)(=O)O[C@@H]1CN(CC1=C)C(=O)OC(C)(C)C